O1CC=CC1 3-oxolene